COC1=C(CNC2=NC3=NC=CN=C3C(=N2)NC(CNC(C)=O)(CCCC)C)C=CC(=C1)OC N-(2-((2-((2,4-dimethoxybenzyl)amino)pteridin-4-yl)amino)-2-methylhexyl)acetamide